ClC=1C=CC(=NC1)NC=1C=NN(C1)C1CCN(CC1)C(=O)OC(C)(C)C tert-butyl 4-[4-[(5-chloro-2-pyridyl)amino]pyrazol-1-yl]piperidine-1-carboxylate